(3-fluoro-4-methoxybenzyl)(perfluorophenyl)sulfane FC=1C=C(CSC2=C(C(=C(C(=C2F)F)F)F)F)C=CC1OC